NC1=C(C(=O)OC)C=C(C=C1)C(C(F)(F)F)=O methyl 2-amino-5-(2,2,2-trifluoroacetyl)benzoate